4-(3-((6-methyl-2-(trifluoromethyl)thieno[2,3-d]pyrimidin-4-yl)amino)propyl)phenol CC1=CC2=C(N=C(N=C2NCCCC2=CC=C(C=C2)O)C(F)(F)F)S1